(R)-4-(1-(4-((4'-carbamoyl-5-hydroxy-2'-methyl-[1,1'-biphenyl]-3-yl)methyl)morpholine-3-carboxamido)cyclopropyl)benzoic acid C(N)(=O)C1=CC(=C(C=C1)C1=CC(=CC(=C1)O)CN1[C@H](COCC1)C(=O)NC1(CC1)C1=CC=C(C(=O)O)C=C1)C